tert-Pentyl 2-((4-((R)-4-(3-chlorophenyl)-3-methylpiperazine-1-carbonyl)-2-nitrophenyl)sulfinyl)acetate ClC=1C=C(C=CC1)N1[C@@H](CN(CC1)C(=O)C1=CC(=C(C=C1)S(=O)CC(=O)OC(C)(C)CC)[N+](=O)[O-])C